CC(CN1CC2N(C(CCN2)=O)C(C1=O)CC(=O)OC)CC methyl 2-(8-(2-methylbutyl)-4,7-dioxooctahydro-2H-pyrazino[1,2-a]pyrimidin-6-yl)acetate